FC(C1=CC=C(C=C1)N1N=NC(=C1COC1=CC=CC=N1)C)F 6-[(1-(4-(Difluoromethyl)phenyl)-4-methyl-1H-1,2,3-triazol-5-yl)methoxy]pyridine